C(C#CC)OC1=CC=C(C=C1)S(=O)(=O)N1CCCC1 (3S)-1-{[4-(but-2-yn-1-yloxy)phenyl]sulfonyl}pyrrolidine